CN(C=1SC2=C(N1)SC(=N2)C2=NC=C(C=C2O)N2N=CC=N2)C2CCNCC2 2-{5-[methyl(piperidin-4-yl)amino][1,3]thiazolo[5,4-d][1,3]thiazol-2-yl}-5-(2H-1,2,3-triazol-2-yl)pyridin-3-ol